FC(S(=O)(=O)OC=1CCN(C1)C(=O)OC(C)(C)C)(F)F tert-butyl 4-(trifluoromethanesulfonyloxy)-2,3-dihydro-1H-pyrrole-1-carboxylate